rac-Ethyl 2-(4,7-dichloro-6-(4-(1-(3-hydroxycyclobutyl)piperidin-4-yl)phenyl)-2H-indazol-2-yl)-2-((R)-6-fluoro-6,7-dihydro-5H-pyrrolo[1,2-c]imidazol-1-yl)acetate ClC=1C2=CN(N=C2C(=C(C1)C1=CC=C(C=C1)C1CCN(CC1)C1CC(C1)O)Cl)[C@@H](C(=O)OCC)C1=C2N(C=N1)C[C@@H](C2)F |&1:28|